C(C1=CC=CC=C1)N(CC)CC1CN2C(OC1)=C(C(=N2)C2=C(C=CC=C2)F)C(=O)OCC Ethyl 6-[[benzyl(ethyl)amino]methyl]-2-(2-fluorophenyl)-6,7-dihydro-5H-pyrazolo[5,1-b][1,3]oxazine-3-carboxylate